5-(1-isopropyl-2-methyl-1H-imidazo[4,5-b]pyridin-6-yl)-N-((1-methylcyclopropyl)methyl)pyrrolo[2,1-f][1,2,4]triazin-2-amine C(C)(C)N1C(=NC2=NC=C(C=C21)C=2C=CN1N=C(N=CC12)NCC1(CC1)C)C